4-{[4-(4-Aminopiperidin-1-yl)piperidin-1-yl]methyl}-1-ethyl-1H-indol NC1CCN(CC1)C1CCN(CC1)CC1=C2C=CN(C2=CC=C1)CC